N-[4-(4-amino-5-{3-methoxy-4-[(4-methylpyrimidin-2-yl)oxy]phenyl}-7-methyl-5H-pyrrolo[3,2-d]pyrimidin-6-yl)phenyl]-3-(benzenesulfonyl)propionamide NC=1C2=C(N=CN1)C(=C(N2C2=CC(=C(C=C2)OC2=NC=CC(=N2)C)OC)C2=CC=C(C=C2)NC(CCS(=O)(=O)C2=CC=CC=C2)=O)C